(5-(allyloxy)pyridin-2-yl)methanol C(C=C)OC=1C=CC(=NC1)CO